2-(2-bromo-5-fluorophenyl)ethan-1-ol BrC1=C(C=C(C=C1)F)CCO